FC=1C=C2C(=C(/C(/C2=CC1)=C/C1=CC=C(C=C1)C(C)C)C)CCC(=O)O (Z)-3-(5-fluoro-1-(4-isopropylbenzylidene)-2-methyl-1H-inden-3-yl)propanoic acid